5-(2-((3-(benzyloxy)-3-phenylpropyl)sulfonyl)-6-(thiophen-2-yl)pyrimidin-4-yl)-1-(3,4-dimethoxybenzyl)pyridin-2(1H)-one C(C1=CC=CC=C1)OC(CCS(=O)(=O)C1=NC(=CC(=N1)C=1C=CC(N(C1)CC1=CC(=C(C=C1)OC)OC)=O)C=1SC=CC1)C1=CC=CC=C1